tert-butyl 4-[(2S)-2-[(8-aminoquinazolin-4-yl)amino]propyl]piperazine-1-carboxylate NC=1C=CC=C2C(=NC=NC12)N[C@H](CN1CCN(CC1)C(=O)OC(C)(C)C)C